2-(6-(4-isopropyl-4H-1,2,4-triazol-3-yl)pyridin-2-yl)-6-methyl-7-nitrophthalazin-1(2H)-one C(C)(C)N1C(=NN=C1)C1=CC=CC(=N1)N1C(C2=CC(=C(C=C2C=N1)C)[N+](=O)[O-])=O